C(C)(C)(C)N=C1SCN(CN1C(C)C)C1=CC=CC=C1 2-tert-butylimino-3-isopropyl-5-phenyl-1,3,5-thiadiazine